tert-butyl (1'-(3-iodo-1-(tetrahydro-2H-pyran-2-yl)-1H-pyrazolo[3,4-b]pyrazin-6-yl)-1,3-dihydrospiro[indene-2,4'-piperidin]-1-yl)carbamate IC1=NN(C2=NC(=CN=C21)N2CCC1(CC2)C(C2=CC=CC=C2C1)NC(OC(C)(C)C)=O)C1OCCCC1